[4-(4-methoxy-3-nitro-phenyl)sulfonylmorpholin-2-yl]benzothiophene COC1=C(C=C(C=C1)S(=O)(=O)N1CC(OCC1)C=1SC2=C(C1)C=CC=C2)[N+](=O)[O-]